BrC=1SC2=C(N1)C(=CC(=C2O)O)C(C(C)(C)C)=O 1-(2-bromo-6,7-dihydroxybenzo[d]thiazol-4-yl)-2,2-dimethylpropan-1-one